2-[di(2H3)methylamino]-1-[4-(2-{7,8-dimethyl-[1,2,4]triazolo[1,5-a]pyridin-6-yl}-3-(propan-2-yl)-1H-pyrrolo[3,2-b]pyridin-5-yl)(2,2,3,3,5,5,6,6-2H8)piperazin-1-yl]ethan-1-one C([2H])([2H])([2H])N(CC(=O)N1C(C(N(C(C1([2H])[2H])([2H])[2H])C1=CC=C2C(=N1)C(=C(N2)C=2C(=C(C=1N(C2)N=CN1)C)C)C(C)C)([2H])[2H])([2H])[2H])C([2H])([2H])[2H]